CC1=NC(=CC(=N1)NC1=NC=C(C(=O)NOCC)C(=C1)NC1=C(C(=CC=C1)C1=NC=C(C=N1)C)OC)C 6-((2,6-dimethylpyrimidin-4-yl)amino)-N-ethoxy-4-((2-methoxy-3-(5-methylpyrimidin-2-yl)phenyl)amino)nicotinamide